2-((1-methyl-1H-pyrazolo[4,3-d]pyrimidin-7-yl)amino)butyric acid CN1N=CC=2N=CN=C(C21)NC(C(=O)O)CC